BrC=1C=C(C=NC1)N1N=C(C=CC1=O)C(=O)OC methyl 1-(5-bromopyridin-3-yl)-6-oxo-1,6-dihydropyridazine-3-carboxylate